(R)-5-(4-(amino(4,5-dichloro-2-hydroxyphenyl)methyl)piperidine-1-carbonyl)-6-methylpyridin-2(1H)-one N[C@H](C1CCN(CC1)C(=O)C=1C=CC(NC1C)=O)C1=C(C=C(C(=C1)Cl)Cl)O